(S)-N-(8,9-difluoro-6-oxo-1,4,5,6-tetrahydro-2H-pyrano[3,4-c]isoquinolin-1-yl)-6-fluoro-N-methyl-4-(methylsulphonamido)-1H-indole-2-carboxamide FC=1C(=CC=2C3=C(NC(C2C1)=O)COC[C@H]3N(C(=O)C=3NC1=CC(=CC(=C1C3)NS(=O)(=O)C)F)C)F